2,6-DIETHYLPYRIDINE-4-BORONIC ACID C(C)C1=NC(=CC(=C1)B(O)O)CC